3-{N'-[1-(3,4-dimethylphenyl)-3-ethyl-5-oxo-1,5-dihydropyrazol-4-ylidene]-hydrazino}-2-hydroxy-3'-tetrazol-5-ylbiphenyl CC=1C=C(C=CC1C)N1N=C(C(C1=O)=NNC=1C(=C(C=CC1)C1=CC(=CC=C1)C1=NN=NN1)O)CC